1,1,1,4,4,4-hexafluoro-2,3-dichloro-2-butene FC(C(=C(C(F)(F)F)Cl)Cl)(F)F